O1[C@@H](CCC=C1)[C@H](C)N(S(=O)C(C)(C)C)C N-[(1S)-1-[(2S)-3,4-Dihydro-2H-Pyran-2-Yl]Ethyl]-N,2-Dimethyl-Propane-2-Sulfinamide